[Fe](C#N)C#N.[Cu] copper-iron cyanide